C(C(C)C)NCCO N-isobutyl-2-hydroxyethylamine